ClC=1C(N(C(=CC1OCC1=NC=C(C=C1F)F)C)C1=CC(=NC=C1C)N1C(C=CC(=C1)C(C)(C)O)=O)=O rel-3-chloro-4-[(3,5-difluoropyridin-2-yl)methoxy]-2'-[5-(2-hydroxypropan-2-yl)-2-oxopyridin-1-yl]-5',6-dimethyl-[1,4'-bipyridin]-2-one